ethylmethylphenyl-dodecyl-ammonium chloride [Cl-].C(C)[N+](CCCCCCCCCCCC)(C1=CC=CC=C1)C